C(C)(C)(C)C1=NC(=NO1)CN1C2=NC=NC(=C2N=C1C1=C(C=C(C=C1)CC(=O)N)Cl)OC1(CC1)C 2-(4-(9-((5-(tert-butyl)-1,2,4-oxadiazol-3-yl)methyl)-6-(1-methylcyclopropoxy)-9H-purin-8-yl)-3-chlorophenyl)acetamide